ClC=1C(=C(C(=CC1)OC(F)F)C1=CN=CC(=N1)C(=O)NC=1C=NN(C1)[C@@H](C)C1=NC(=C(N=C1)N1C([C@@H]2C[C@@H]2C1)=O)C)F |o1:25| 6-(3-chloro-6-(difluoromethoxy)-2-fluorophenyl)-N-(1-((S or R)-1-(6-methyl-5-((1R,5S)-2-oxo-3-azabicyclo[3.1.0]hex-3-yl)pyrazin-2-yl)ethyl)-1H-pyrazol-4-yl)pyrazine-2-carboxamide